CC1=CC=CC(=N1)C=1C(=C(C#N)C(=C(C1N1C2=C(C=3C=CC=CC13)N=CC=C2)N2C1=C(C=3C=CC=CC23)N=CC=C1)N1C2=C(C=3C=CC=CC13)N=CC=C2)N2C1=C(C=3C=CC=CC23)N=CC=C1 3-(6-methylpyridin-2-yl)-2,4,5,6-tetrakis(5H-pyrido[3,2-b]indol-5-yl)benzonitrile